CC1=NOC(=C1C=1C=C(OC2=C(C=C(C=C2C)NC(CNC(=O)N(C)C)=O)C)C=C(C1)C)C N-(4-(3-(3,5-dimethylisoxazol-4-yl)-5-methylphenoxy)-3,5-dimethylphenyl)-2-(3,3-dimethylureido)acetamide